chloromenthane magnesium [Mg].ClC1(CCC(CC1)C(C)C)C